t-butyl-1,1-bis(t-butylperoxy)cyclohexane C(C)(C)(C)C1C(CCCC1)(OOC(C)(C)C)OOC(C)(C)C